O[C@H]([C@@H](C)S(=O)(=O)N(CC1=CC=C(C=C1)OC)CC1=CC=C(C=C1)OC)CC=C (2R,3S)-3-HYDROXY-N,N-BIS(4-METHOXYBENZYL)HEX-5-ENE-2-SULFONAMIDE